methyl 3-(5-(3,4-difluorophenyl)-1H-imidazol-2-yl)-1H-indazole-5-carboxylate FC=1C=C(C=CC1F)C1=CN=C(N1)C1=NNC2=CC=C(C=C12)C(=O)OC